4-(4-(tert-butoxycarbonyl)piperazin-1-yl)-6-(isopropyl(methyl)amino)-1-oxo-1,3-dihydro-2H-pyrrolo[3,4-c]pyridine-2-carboxylate C(C)(C)(C)OC(=O)N1CCN(CC1)C1=NC(=CC2=C1CN(C2=O)C(=O)[O-])N(C)C(C)C